C1CCC12COCC2 (3R,4S)-6-oxaspiro[3.4]octan